N-(6-amino-5-ethylpyridin-3-yl)-2-((2S,5R)-5-methyl-2-(4-(4-methylpiperazin-1-yl)phenyl)-4-pivaloylpiperazin-1-yl)-2-oxoacetamide NC1=C(C=C(C=N1)NC(C(=O)N1[C@H](CN([C@@H](C1)C)C(C(C)(C)C)=O)C1=CC=C(C=C1)N1CCN(CC1)C)=O)CC